methyl 7,7-dimethyl-6-oxonon-8-enoate CC(C(CCCCC(=O)OC)=O)(C=C)C